CC(CC(C=C)O)CCC=C(C)C (E)-5,9-dimethyldeca-1,8-dien-3-ol